C(C1=CC=CC=C1)N(C[C@H](CO)O)C (R)-3-(benzyl(methyl)amino)propane-1,2-diol